[5-cyclopropyl-2-[3-methyl-6-(trifluoromethylsulfanyl)imidazo[4,5-c]pyridin-2-yl]-3-pyridyl]-ethyl-imino-oxo-λ6-sulfane C1(CC1)C=1C=C(C(=NC1)C1=NC2=C(C=NC(=C2)SC(F)(F)F)N1C)S(=O)(=N)CC